N-(4-bromophenyl)-2-[(4,6-di-methoxy-2-pyrimidinyl)oxy]benzenemethanamine BrC1=CC=C(C=C1)NCC1=C(C=CC=C1)OC1=NC(=CC(=N1)OC)OC